4-[N,N-di(2-hydroxyethyl)-N-octadecylammonio]-butane OCC[N+](CCCCCCCCCCCCCCCCCC)(CCO)CCCC